(2S)-4-(2-Chloro-6-((5-Chloro-6-fluoro-1-(methoxycarbonyl)-1,2,3,4-tetrahydronaphthalen-1-yl)methyl)-5-Nitropyrimidin-4-yl)-2-(cyanomethyl)piperazine-1-carboxylate ClC1=NC(=C(C(=N1)N1C[C@@H](N(CC1)C(=O)[O-])CC#N)[N+](=O)[O-])CC1(CCCC2=C(C(=CC=C12)F)Cl)C(=O)OC